(2-((4-(3-isopropyl-2-(8-methyl-[1,2,4]triazolo[1,5-a]pyridin-6-yl)-1H-indol-5-yl)piperidin-1-yl)methyl)pyrimidin-5-yl)methanol C(C)(C)C1=C(NC2=CC=C(C=C12)C1CCN(CC1)CC1=NC=C(C=N1)CO)C=1C=C(C=2N(C1)N=CN2)C